5-(3,3-dimethyl-2-oxoindolin-1-yl)nicotinaldehyde CC1(C(N(C2=CC=CC=C12)C=1C=NC=C(C=O)C1)=O)C